butane-2-ol CC(CC)O